(S)-2-(3-(amino-methyl)pyrrolidin-1-yl)-5-(4-chloro-2-methyl-2H-indazol-5-yl)-3-methyl-3,7-dihydro-4H-pyrrolo[2,3-d]pyrimidin-4-one NC[C@H]1CN(CC1)C=1N(C(C2=C(N1)NC=C2C2=C(C1=CN(N=C1C=C2)C)Cl)=O)C